C(CC)C1CCC(OC1)C1=CC=C(C=C1)O 4-(5-Propyltetrahydropyran-2-yl)phenol